BrC=1C=C(C=CC1)C(CF)=NS(=O)C(C)(C)C (+)-N-(1-(3-bromophenyl)-2-fluoroethylidene)-2-methylpropane-2-sulfinamide